C1(C=CC(N1C(C(=O)[O-])CCCC(=O)[O-])=O)=O maleimidoadipate